ClC=1C=C(C#N)C=C(C1)OC=1C=CC2=C([S@](C([C@H]2F)(F)F)=O)C1C(F)F 3-chloro-5-(((1R,3S)-7-(difluoromethyl)-2,2,3-trifluoro-1-oxido-2,3-dihydrobenzo[b]-thiophen-6-yl)oxy)benzonitrile